methyl 7-chloro-3-fluoro-1-((2-(trimethylsilyl) ethoxy) methyl)-1H-pyrrolo[3,2-b]pyridine-5-carboxylate ClC1=C2C(=NC(=C1)C(=O)OC)C(=CN2COCC[Si](C)(C)C)F